CN([C@H](CNC(C[C@@H](CC(C)C)C=1C=NC=CC1)=O)CC1=CC=C(C=C1)O)C (R)-N-((S)-2-(dimethylamino)-3-(4-hydroxyphenyl)propyl)-5-methyl-3-(pyridin-3-yl)hexanamide